COC=1C=C(C=CC1OC)C1=CC(=NC=C1)C(=O)O 4-(3,4-dimethoxyphenyl)picolinic acid